O(C1=CC=CC=C1)C=1C=C(C=CC1F)NC1=C2C=C(NC2=CC(=C1)NC(C)=O)C(=O)OCC Ethyl 4-((3-phenoxy-4-fluorophenyl) amino)-6-acetylamino-1H-indole-2-carboxylate